OCCC(CCOC=1C=C(C=CC1)CC(=O)O)C 2-(3-((5-hydroxy-3-methylpentyl)oxy)phenyl)acetic acid